C(C)C=1N(C=CN1)CC=1C=C(C2=C(C(N(CCO2)CC2=NC=CC(=C2)C)=O)C1)C=1C(=NN(C1)C)C(F)(F)F 7-((2-Ethyl-1H-imidazol-1-yl)methyl)-9-(1-methyl-3-(trifluoromethyl)-1H-pyrazol-4-yl)-4-((4-methylpyridin-2-yl)methyl)-3,4-dihydrobenzo[f][1,4]oxazepin-5(2H)-one